N-(2-benzoyl-4-fluorophenyl)-2-methanesulfonylacetamide C(C1=CC=CC=C1)(=O)C1=C(C=CC(=C1)F)NC(CS(=O)(=O)C)=O